CC1=NN=C(O1)C=1C=CC(=NC1)OC1=CC=C(C=C1)C(C)(C)C1=CC=C(OC2CC(C2)N)C=C1 (1r,3r)-3-(4-(2-(4-((5-(5-methyl-1,3,4-oxadiazol-2-yl)pyridin-2-yl)oxy)Phenyl)propan-2-yl)phenoxy)cyclobutylamine